7-(5-chloro-2-(((3S,4R)-3-hydroxytetrahydro-2H-pyran-4-yl)amino)pyrimidin-4-yl)-N-(2-cyanoethyl)-1-isopropyl-4-oxo-1,4-dihydroquinoline-2-carboxamide ClC=1C(=NC(=NC1)N[C@H]1[C@@H](COCC1)O)C1=CC=C2C(C=C(N(C2=C1)C(C)C)C(=O)NCCC#N)=O